trans-rac-(3r,4r)-3-fluoro-N-(7-methoxy-4-(1-methyl-3-phenyl-1H-pyrazol-4-yl)quinazolin-6-yl)piperidine-4-carboxamide F[C@H]1CNCC[C@@H]1C(=O)NC=1C=C2C(=NC=NC2=CC1OC)C=1C(=NN(C1)C)C1=CC=CC=C1 |r|